C(=O)O.ClC1=C(C(=CC=C1)Cl)N1CC(C1)C=1C=C(C(=NC1)CN1CCC(CC1)C(=O)O)C 1-((5-(1-(2,6-dichlorophenyl)azetidin-3-yl)-3-methylpyridin-2-yl)methyl)piperidine-4-carboxylic acid, formate salt